2-(2-oxo-4-phenylbutyl)-4H-benzo[d][1,3]oxathiin-4-one O=C(CC1OC(C2=C(S1)C=CC=C2)=O)CCC2=CC=CC=C2